5-(2-(1-methyl-1H-pyrazol-5-yl)ethoxy)pyridinecarboxaldehyde CN1N=CC=C1CCOC=1C=CC(=NC1)C=O